N,N-diisooctylamino-acetic acid C(CCCCC(C)C)N(CCCCCC(C)C)CC(=O)O